2-ethyl-6-[[5-[5-[[(2R,3S)-3-hydroxytetrahydrofuran-2-yl]methoxy]-2-methyl-4-pyridyl]pyrazolo[1,5-a]pyridin-2-yl]amino]-4-methyl-pyridazin-3-one C(C)N1N=C(C=C(C1=O)C)NC1=NN2C(C=C(C=C2)C2=CC(=NC=C2OC[C@H]2OCC[C@@H]2O)C)=C1